O[C@]([C@H](/C=C/[C@@H]([C@H](C=O)\C(\C)=C\C=C\[C@@H](COC(N(C(C)C)C)=O)C)C)OC(C)=O)(CC[C@@H](CC=O)O)C Acetic acid [(2s,3s,4e,6s,7s,10s)-7,10-dihydroxy-3,7-dimethyl-2-[(2e,4e,6s)-6-methyl-7-[methyl (propan-2-yl) carbamoyl] oxyhept-2,4-dien-2-yl]-12-oxo-1-oxododec-4-en-6-yl] ester